C1(CCC1)NC(CNC(OC(C)(C)C)=O)C tert-butyl (2-(cyclobutylamino)propyl)carbamate